COCCN1N=CC(=C1)C1=CN2C(S1)=C(C=N2)C(=O)N 2-(1-(2-methoxyethyl)-1H-pyrazol-4-yl)pyrazolo[5,1-b]Thiazole-7-carboxamide